ClC=1C(=CC(=NC1)NC=1C(=NN(C1)C1CCN(CC1)C)C)NCCCN1C(OCCC1)=O 3-(3-((5-Chloro-2-((3-methyl-1-(1-methylpiperidin-4-yl)-1H-pyrazol-4-yl)amino)pyridin-4-yl)amino)propyl)-1,3-oxazinan-2-on